bis(mercaptomethylene)dichlorocoronene SC=C1C(C=2C(=C(C=3C=CC4=CC=C5C=CC6=CC=C1C=1C2C3C4=C5C16)Cl)Cl)=CS